C(C)OP(=O)(OCC)C(O)C1=CC(=CC=C1)[N+](=O)[O-] diethoxyphosphoryl-(3-nitrophenyl)methanol